6-(4-FLUORO-1H-PYRAZOL-1-YL)-N-(6-METHOXY-1-METHYL-1H-INDAZOL-7-YL)PYRIDINE-3-SULFONAMIDE FC=1C=NN(C1)C1=CC=C(C=N1)S(=O)(=O)NC=1C(=CC=C2C=NN(C12)C)OC